4-(trifluoroethyl)aniline FC(CC1=CC=C(N)C=C1)(F)F